(E)-3-(4-hydroxy-3-methoxyphenyl)-N-((1-(2-chlorobenzyl)-1H-1,2,3-triazol-4-yl)methyl)acrylamide OC1=C(C=C(C=C1)/C=C/C(=O)NCC=1N=NN(C1)CC1=C(C=CC=C1)Cl)OC